2,4-diphenylpyridine C1(=CC=CC=C1)C1=NC=CC(=C1)C1=CC=CC=C1